6-fluoro-10-(4-methylbenzoyl)-9-nitro-1,2,3,4-tetrahydropyrimidino[1,2-a]indole FC1=CC=C(C=2C(=C3N(C12)CCCN3)C(C3=CC=C(C=C3)C)=O)[N+](=O)[O-]